FC=1C=NC=CC1C1=C(C=2C(N(CC(C2N1)CC1OCC1)C(=O)OC(C)(C)C)=O)I tert-butyl 2-(3-fluoropyridin-4-yl)-3-iodo-7-(oxetan-2-ylmethyl)-4-oxo-1H,6H,7H-pyrrolo[3,2-c]pyridine-5-carboxylate